N[C@@H](C)C=1N(S(C2=C(C1)C=CC=C2F)(=O)=O)C=2C=NC=CC2 (S)-3-(1-aminoethyl)-8-fluoro-2-(pyridin-3-yl)-2H-benzo[e][1,2]thiazine 1,1-dioxide